rel-6-Cyclobutoxy-2-((1S,4S)-1-methyl-2-oxabicyclo[2.2.1]hept-4-yl)-N-(pyrazolo[1,5-a]pyrimidin-3-yl)-2H-indazole-5-carboxamide C1(CCC1)OC=1C(=CC2=CN(N=C2C1)[C@@]12CO[C@@](CC1)(C2)C)C(=O)NC=2C=NN1C2N=CC=C1 |o1:14,17|